CN(CC[C@H](CSC1=CC=CC=C1)NC1=C(C=C(C=C1)S(=O)(=O)NC(=O)C1(CCCCC1)F)[N+](=O)[O-])C (R)-N-((4-((4-(DIMETHYLAMINO)-1-(PHENYLTHIO)BUTAN-2-YL)AMINO)-3-NITROPHENYL)SULFONYL)-1-FLUOROCYCLOHEXANE-1-CARBOXAMIDE